FC=1C=C(CC2=NC(N=C2)=O)C=C(C1O)F 3,5-difluoro-4-hydroxybenzylimidazolone